CNS(=O)(=O)C1=CC(=C(C=C1)N[C@@H](C)C1=CC=C(C=C1)C(F)(F)F)C=1N=CN(C1)C N-Methyl-3-(1-methylimidazol-4-yl)-4-[[(1S)-1-[4-(trifluoromethyl)phenyl]ethyl]amino]benzenesulfonamide